tri(tert-butyl)-λ5-bismuthanone C(C)(C)(C)[Bi](=O)(C(C)(C)C)C(C)(C)C